4-(3-{2,6-Dichloro-4-[(3,3-dichloroprop-2-en-1-yl)oxy]phenoxy}propoxy)-2-methoxy-6-(trifluoromethyl)pyrimidine ClC1=C(OCCCOC2=NC(=NC(=C2)C(F)(F)F)OC)C(=CC(=C1)OCC=C(Cl)Cl)Cl